The molecule is an alpha,omega-dicarboxylic acid that is the 1,6-dicarboxy derivative of hexane. It has a role as a human metabolite. It is a conjugate acid of a suberate(2-) and a suberate. C(CCCC(=O)O)CCC(=O)O